N-((R*)-1-(2-((S)-Amino(4,4-difluorocyclohexyl)methyl)imidazo[1,2-b]pyridazin-7-yl)pent-4-en-1-yl)-4,4,4-trifluorobutanamide N[C@H](C=1N=C2N(N=CC(=C2)[C@@H](CCC=C)NC(CCC(F)(F)F)=O)C1)C1CCC(CC1)(F)F |o1:10|